C1(CC1)C1=NOC(=N1)C1=NN=C2N1CCN([C@@H]2C)C(=O)C2=CC(=C(C=C2)F)F (R)-(3-(3-cyclopropyl-1,2,4-oxadiazol-5-yl)-8-methyl-5,6-dihydro-[1,2,4]triazolo[4,3-a]pyrazin-7(8H)-yl)(3,4-difluorophenyl)methanone